N-(1-phenylcyclopropyl)-5-[4-(trifluoromethyl)phenoxy]naphthalene-2-carboxamide C1(=CC=CC=C1)C1(CC1)NC(=O)C1=CC2=CC=CC(=C2C=C1)OC1=CC=C(C=C1)C(F)(F)F